1-(oxaCyclobutan-2-ylmethyl)-1H-thieno[2,3-d]imidazole-5-carboxylate O1C(CC1)CN1C=NC2=C1C=C(S2)C(=O)[O-]